BrCCC(C(=O)OCC)OC1=CC=C(C=C1)Br ethyl 4-bromo-2-(4-bromophenoxy)butanoate